B(O)(O)O.C=1(O)C(O)=CC=CC1.C=1(O)C(O)=CC=CC1 di-catechol borate